tert-butyl N-[(3S,4R)-1-carbamoyl-4-[(4-[3-[(6-[3-[1-[2,6-dioxopiperidin-3-yl]-3-methyl-2-oxo-1,3-benzodiazol-4-yl]propoxy]hex-yl)oxy]propyl]phenyl)methoxy]pentan-3-yl]carbamate C(N)(=O)CC[C@@H]([C@@H](C)OCC1=CC=C(C=C1)CCCOCCCCCCOCCCC1=CC=CC=2N(C(N(C21)C)=O)C2C(NC(CC2)=O)=O)NC(OC(C)(C)C)=O